COC1=CC=C(C(=O)N2CC3=CC=C(C=C3CC2)C(=O)O)C=C1 2-(4-Methoxybenzoyl)-3,4-dihydro-1H-isoquinoline-6-carboxylic acid